9-(2,2-bis(mercaptomethylthio)ethyl)-3,5,13,15-tetra(mercaptomethylthio)-1,17-dimercapto-2,6,8,10,12,16-hexathiaheptadecane SCSC(CC(SCSC(CC(SCS)SCS)SCS)SCSC(CC(SCS)SCS)SCS)SCS